C1(CC1)C1=NC=NC(=C1C1=NN2C(C(=N1)NCC1CCN(CC1)C=1C=NC=CC1)=NC=C2)OC 2-(4-cyclopropyl-6-methoxypyrimidin-5-yl)-N-((1-(pyridin-3-yl)piperidin-4-yl)methyl)imidazo[2,1-f][1,2,4]triazin-4-amine